C1(=CC=CC2=CC=CC=C12)C=C(C(=O)OCCC)C(=O)OCCC di-n-propyl (naphthylmethylene)malonate